4-Chloro-2-((tetrahydro-2H-pyran-4-yl)methyl)-7-azaindole ClC1=C2C=C(NC2=NC=C1)CC1CCOCC1